4-{2-[2-(2-methylquinoline-8-sulfonamido)phenyl]ethynyl}isoquinoline-1-carboxylic acid CC1=NC2=C(C=CC=C2C=C1)S(=O)(=O)NC1=C(C=CC=C1)C#CC1=CN=C(C2=CC=CC=C12)C(=O)O